NC1(CCN(CC1)CC=1C=NC(=CC1)OC)C1=CC=C(C=C1)C=1C=2N(C=C(C1)OCC(C)(C)O)N=CC2C#N 4-(4-(4-amino-1-((6-methoxypyridin-3-yl)methyl)piperidin-4-yl)phenyl)-6-(2-hydroxy-2-methylpropoxy)pyrazolo[1,5-a]pyridine-3-carbonitrile